N-(2-(3-(Dimethylamino)azetidin-1-yl)-5-(3'-ethyl-2'-oxo-2',3'-dihydrospiro[cyclobutane-1,1'-pyrrolo[2,3-c]quinolin]-8'-yl)pyridin-3-yl)benzenesulfonamide CN(C1CN(C1)C1=NC=C(C=C1NS(=O)(=O)C1=CC=CC=C1)C1=CC=2C3=C(C=NC2C=C1)N(C(C31CCC1)=O)CC)C